CC1(COC1)NC(=O)C=1C=NN2C1CN(CC2)C(=O)NC2=CC(=C(C(=C2)F)F)F N3-(3-Methyloxetan-3-Yl)-N5-(3,4,5-trifluorophenyl)-6,7-dihydropyrazolo[1,5-a]Pyrazine-3,5(4H)-dicarboxamide